COC1=C(C=C(C=N1)OC(NC)=O)N1C(N(CC1)C)=O (6-Methoxy-5-(3-methyl-2-oxoimidazolin-1-yl)pyridin-3-yl)(methyl)carbamate